octanesultone C1CCCCCCCOS1(=O)=O